N,N-dimethyl-1-(oxetan-3-ylmethyl)-1H-pyrazole-5-carboxamide CN(C(=O)C1=CC=NN1CC1COC1)C